3-[chloro-(2-oxo-1,3-oxazolidin-3-yl)phosphoryl]-1,3-oxazolidin-2-one ClP(=O)(N1C(OCC1)=O)N1C(OCC1)=O